di-silver hydrogen citrate C(CC(O)(C(=O)[O-])CC(=O)[O-])(=O)O.[Ag+].[Ag+]